CC1=CC[C@@H]2C[C@H]1C2(C)C The molecule is the (+)-enantiomer of alpha-pinene. It has a role as a plant metabolite and a human metabolite. It is an enantiomer of a (-)-alpha-pinene.